[N+](=O)([O-])C1=CC=C(C(=O)O[C@H](CC[C@@H]2O[C@H](CC2=C)CCCOC(C2=CC=C(C=C2)[N+](=O)[O-])=O)C[C@H](C(=C)I)C)C=C1 (3R,5R)-6-iodo-5-methyl-1-((2S,5S)-3-methylene-5-(3-((4-nitrobenzoyl)oxy) propyl) tetrahydrofuran-2-yl)hept-6-en-3-yl 4-nitrobenzoate